Methyl 1-amino-4-(2,2-difluoroethoxy)cyclohexancarboxylat-Hydrochlorid Cl.NC1(CCC(CC1)OCC(F)F)C(=O)OC